[4-(2,3-dicarboxyphenoxy)phenyl]propane C(=O)(O)C1=C(OC2=CC=C(C=C2)CCC)C=CC=C1C(=O)O